C(N)(O[C@@H](CN1N=C(N=N1)C=1C=NC(=CC1)OC1=CC=C(C=C1)Cl)C(O)C(C)(C)C)=O (S)-(tert-butyl 1-(5-(6-(4-chlorophenoxy) pyridin-3-yl)-2H-tetrazol-2-yl)-3-hydroxypropan-2-yl) carbamate